3-((6-(2-methyloxazol-5-yl)isoquinolin-5-yl)amino)cyclobutane-1-carboxylic acid CC=1OC(=CN1)C=1C(=C2C=CN=CC2=CC1)NC1CC(C1)C(=O)O